[Bi].[Ag].[Sb].[Pb] lead-antimony silver bismuth